The molecule is a member of the class of pyridoquinolines that is benzo[h][1,6]naphthyridin-2-one carrying additional 3-(trifluoromethyl)phenyl and 6-aminopyridin-3-yl substituents at positions 1 and 9 respectively. It is a potent inhibitor of mTOR and exhibits anti-cancer properties. It has a role as a mTOR inhibitor and an antineoplastic agent. It is an organofluorine compound, a pyridoquinoline, an aminopyridine and a primary amino compound. C1=CC(=CC(=C1)N2C(=O)C=CC3=CN=C4C=CC(=CC4=C32)C5=CN=C(C=C5)N)C(F)(F)F